methyl-4,6-dichloronicotinic acid CC1=C(C(=O)O)C(=CC(=N1)Cl)Cl